7-(benzoyloxy)-5-oxa-2-azaspiro[3.4]octane-2-carboxylate C(C1=CC=CC=C1)(=O)OC1COC2(CN(C2)C(=O)[O-])C1